gold-platinum-iridium-ruthenium [Ru].[Ir].[Pt].[Au]